tert-butyl 2-[4-methoxy-6-(trifluoromethyl)pyridin-2-yl]-1-oxo-2,8-diazaspiro[4.5]decane-8-carboxylate COC1=CC(=NC(=C1)C(F)(F)F)N1C(C2(CC1)CCN(CC2)C(=O)OC(C)(C)C)=O